BrC1=CC=C(C=2N(C(=NC21)CN2CCC(CC2)C2=CC=CC=1O[C@](OC12)(C)C1=NC=C(C=C1)Cl)C[C@H]1OCC1)F bromo-2-((4-((S)-2-(5-chloropyridin-2-yl)-2-methylbenzo[d][1,3]dioxol-4-yl)piperidin-1-yl)methyl)-7-fluoro-1-(((S)-oxetan-2-yl)methyl)-1H-benzo[d]imidazole